4-chloro-10-(1-(((1r,4r)-4-(hydroxymethyl)cyclohexyl)methyl)piperidin-4-yl)-7,7-dimethylindolo[1,2-a]quinazolin-5(7H)-one ClC=1C=2C(N=C3N(C2C=CC1)C1=CC(=CC=C1C3(C)C)C3CCN(CC3)CC3CCC(CC3)CO)=O